NC1C2C(CC(C1)C2)N 2,6-diaminobicyclo[2.2.1]heptane